C(C)N(S(=O)(=O)C1CCOCC1)C(C(F)(F)F)C1=CC=C(C=C1)OC N-Ethyl-N-(2,2,2-trifluoro-1-(4-methoxyphenyl)ethyl)tetrahydro-2H-pyran-4-sulfonamide